CC=1CCCC(C1)C=1C(=C(C(=CC1O)CCCCC)C1=NC=CC=C1)O 5'-methyl-4-pentyl-3-(pyridin-2-yl)-1',2',3',4'-tetrahydro-[1,1'-biphenyl]-2,6-diol